CN1C=CC2=C1N=CC=C2N 1-methyl-1H-pyrrolo[2,3-b]pyridin-4-amine